BrC1=CC2=C(N(C[C@H](N(S2(=O)=O)C)CCCC)C2=CC=CC=C2)C=C1C (R)-8-bromo-3-butyl-2,7-dimethyl-5-phenyl-2,3,4,5-tetrahydrobenzo[f][1,2,5]thiadiazepine 1,1-dioxide